FC(/C=C/C(=O)O[C@@H]1[C@@H]2OC[C@H](CC13CC1=CC=CC=C1C3)O2)(F)F (1S,4S,5R)-1',3'-Dihydro-6,8-dioxaspiro[bicyclo[3.2.1]octane-3,2'-inden]-4-yl (E)-4,4,4-trifluorobut-2-enoate